9-([1,1':2',1''-terphenyl]-4'-yl)-10-bromoanthracene C1(=CC=CC=C1)C=1C(=CC(=CC1)C=1C2=CC=CC=C2C(=C2C=CC=CC12)Br)C1=CC=CC=C1